phenyl-methane ammonium chloride [Cl-].[NH4+].C1(=CC=CC=C1)C